C(C)(C)(C)OOOC(CC(CC(C)(C)C)C)=O 3,5,5-trimethyl-hexanoic acid-t-butyl-peroxy ester